1-(p-nitrophenyl)-2-amino-1,3-propanediol [N+](=O)([O-])C1=CC=C(C=C1)C(C(CO)N)O